COC(=O)C=1[C@H](OC2=C(C1)C=C(C=C2C([2H])([2H])O)F)C(F)(F)F (S)-6-fluoro-8-(hydroxymethyl-d2)-2-trifluoromethyl-2H-benzopyran-3-carboxylic acid methyl ester